[6-({4-[2-amino-6-(m-cyanophenyl)-4-pyrimidinyl]-1H-1,2,3-triazol-1-yl}methyl)-2-pyridinyl]cyclopentanecarboxylic acid NC1=NC(=CC(=N1)C=1N=NN(C1)CC1=CC=CC(=N1)C1(CCCC1)C(=O)O)C1=CC(=CC=C1)C#N